2-[(FURAN-2-YLMETHYL)(METHYL)AMINO]ACETALDEHYDE O1C(=CC=C1)CN(CC=O)C